C(C)(C)(C)OC(=O)N1CCN(CC1)C1=C(C=CC=C1CNNS(=O)(=O)CC1=CC=CC=C1)Cl (E)-4-(2-chloro-6-((2-toluenesulfonyl-hydrazino)methyl)phenyl)piperazine-1-carboxylic acid tert-butyl ester